N,N-bisMethyl-acetamide CN(C(C)=O)C